C(C)OC(=O)C1=C(N(C(=C1C=O)C)C1=C(C(=CC=C1)OC)Cl)C 1-(2-chloro-3-methoxy-phenyl)-4-formyl-2,5-dimethyl-pyrrole-3-carboxylic acid ethyl ester